C(C1=CC=CC=C1)(C1=CC=CC=C1)N1CC(C1)C#N 1-benzhydryl-azetidine-3-carbonitrile